2-((2-((4-(4-((3-(2,4-dioxotetrahydropyrimidin-1(2H)-yl)pyridin-4-yl)methyl)piperazin-1-yl)-2-isopropoxy-5-methylphenyl)amino)-5-(trifluoromethyl)pyridin-4-yl)amino)-N-methylbenzamide O=C1N(CCC(N1)=O)C=1C=NC=CC1CN1CCN(CC1)C1=CC(=C(C=C1C)NC1=NC=C(C(=C1)NC1=C(C(=O)NC)C=CC=C1)C(F)(F)F)OC(C)C